CC1CCC(NC1)C=1C=C2C(=NNC2=CC1)N 5-(5-methyl-2-piperidyl)-1H-Indazol-3-amine